CC(C)(C)S(=O)N[C@H](C)C=1C(=NC=CC1)C 2-methyl-N-((R)-1-(2-methylpyridin-3-yl)ethyl)propane-2-sulfinamide